2-Chloro-7-(2-methoxy-4-morpholinophenyl)-N-methylfuro[3,2-d]pyrimidin-4-amine ClC=1N=C(C2=C(N1)C(=CO2)C2=C(C=C(C=C2)N2CCOCC2)OC)NC